6-((1-(4-chlorophenyl)-4-methyl-1H-1,2,3-triazol-5-yl)methoxy)pyridazine ClC1=CC=C(C=C1)N1N=NC(=C1COC1=CC=CN=N1)C